isoquinolin-7-yl 4-(N,N-dipropylsulfamoyl)benzoat C(CC)N(S(=O)(=O)C1=CC=C(C(=O)OC2=CC=C3C=CN=CC3=C2)C=C1)CCC